(4-methoxyphenyl)methyl-[[2-(1-piperidyl)-4-pyridyl]methyl]ammonium COC1=CC=C(C=C1)C[NH2+]CC1=CC(=NC=C1)N1CCCCC1